N-(1-isobutylimidazol-4-yl)-4-methyl-3-[2-(3-pyridinyl)ethynyl]benzamide C(C(C)C)N1C=NC(=C1)NC(C1=CC(=C(C=C1)C)C#CC=1C=NC=CC1)=O